N-(3-Hydroxy-2,6-dimethyl-phenyl)-2-[[1-[(3R)-1-(2-phenylethyl)pyrrolidin-3-yl]pyrazol-3-yl]amino]thiazole-5-carboxamide OC=1C(=C(C(=CC1)C)NC(=O)C1=CN=C(S1)NC1=NN(C=C1)[C@H]1CN(CC1)CCC1=CC=CC=C1)C